CN1CCN(CC1)S(=O)(=O)OCC(=O)NC=1SC2=C(N1)CCCC2C2=CC(=CC=C2)Cl 2-((7-(3-chlorophenyl)-4,5,6,7-tetrahydrobenzo[d]thiazol-2-yl)amino)-2-oxoethyl 4-methylpiperazine-1-sulfonate